(R)-2-((tert-Butyldimethylsilyl)oxy)propanoic acid methyl ester COC([C@@H](C)O[Si](C)(C)C(C)(C)C)=O